5-(4,4,5,5-tetramethyl-1,3,2-dioxaborolan-2-yl)pyrimidine methyl-N-(5-formyl-2-(methylthio)pyrimidin-4-yl)-N-((3S,4R)-4-methoxytetrahydrofuran-3-yl)glycinate COC(CN([C@H]1COC[C@@H]1OC)C1=NC(=NC=C1C=O)SC)=O.CC1(OB(OC1(C)C)C=1C=NC=NC1)C